4-((3,4,5-trimethoxyphenyl)amino)-6-fluoro-1H-indole-2-carboxylic acid ethyl ester C(C)OC(=O)C=1NC2=CC(=CC(=C2C1)NC1=CC(=C(C(=C1)OC)OC)OC)F